BENZO[7]ANNULEN C1C=CC=C2C1=CC=CC=C2